6-((Isobutylamino)methyl)-3-(3-((1r,3r)-3-methyl-1-(4-methyl-4H-1,2,4-triazol-3-yl)cyclobutyl)phenyl)-8-(trifluoromethyl)quinazolin-4(3H)-one C(C(C)C)NCC=1C=C2C(N(C=NC2=C(C1)C(F)(F)F)C1=CC(=CC=C1)C1(CC(C1)C)C1=NN=CN1C)=O